C(#N)C1=CC=C(C=C1)C=1C=C2N(C=NN=C2N2C[C@@H](CCC2)NC(OC(C)(C)C)=O)C1C1=CC=C(C=C1)C Tert-butyl (R)-(1-(7-(4-cyanophenyl)-6-(p-tolyl)pyrrolo[1,2-d][1,2,4]triazin-1-yl)piperidin-3-yl)carbamate